methyl (E)-4-(5,5-difluoro-7-(2-(5,6,7,8-tetrahydro-1,8-naphthyridin-2-yl)ethyl)-2,7-diazaspiro[3.5]nonane-2-yl)but-2-enoate FC1(C2(CN(C2)C/C=C/C(=O)OC)CCN(C1)CCC1=NC=2NCCCC2C=C1)F